1-((1r,4r)-4-aminocyclohexyl)-3-(4-(3-isopropyl-2-methyl-2H-indazol-5-yl)pyridin-2-yl)urea NC1CCC(CC1)NC(=O)NC1=NC=CC(=C1)C1=CC2=C(N(N=C2C=C1)C)C(C)C